C(C)(C)(C)OC(=O)NC1(CN(CCC1C)C(=O)OCC1=CC=CC=C1)C benzyl 3-((tert-butoxycarbonyl) amino)-3,4-dimethylpiperidine-1-carboxylate